(2R)-N-((R or S)-(3-chloro-4-(trifluoro-methoxy)phenyl)(3-(trifluoromethyl)cyclobutyl)methyl)-2-methyl-3-oxopiperazine-1-carboxamide ClC=1C=C(C=CC1OC(F)(F)F)[C@H](NC(=O)N1[C@@H](C(NCC1)=O)C)C1CC(C1)C(F)(F)F |o1:12|